C(C)(C)(C)OC(/C=C/C1=C(C(=O)OC)C=CC(=C1)CCCCCCCC)=O methyl 2-[(E)-3-tert-butoxy-3-oxo-prop-1-enyl]-4-octyl-benzoate